C1(=CC=CC=C1)C(C#C)O\N=C\C1=CC=C(C=C1)C (E)-4-methylbenzaldehyde O-(phenyl-propargyl) oxime